C(C(C)C)C1=CC=C(C=C1)CC(\C=[N+](/C(C)C)\[O-])C (e)-3-(4-isobutylphenyl)-N-isopropyl-2-methylpropan-1-imine oxide